CC(C)(C)OC(=O)NC1CCNCC1 4-BOC-aminopiperidine